6-(3-chloro-phenyl)-pyrimidine-4-carboxylic acid pyrimidin-2-yl-amide N1=C(N=CC=C1)NC(=O)C1=NC=NC(=C1)C1=CC(=CC=C1)Cl